FC1=C(C=CC(=C1)F)C1=CC(=CC=C1)[C@H](CC(=O)[O-])NC(=O)NC=1C(N(C=CC1[O-])CC)=O.[Na+].[Na+] Natrium (S)-3-(2',4'-Difluorobiphenyl-3-yl)-3-(3-(1-ethyl-4-oxido-2-oxo-1,2-dihydropyridin-3-yl)ureido)propanoat